4-((6r,7s)-7-((5,7-dimethyl-1H-indol-4-yl)methyl)spiro[3.5]nonan-6-yl)benzoic acid CC=1C(=C2C=CNC2=C(C1)C)C[C@H]1[C@@H](CC2(CCC2)CC1)C1=CC=C(C(=O)O)C=C1